1,3,6-tris[2-(4-hexylphenyl)ethynyl]pyrene C(CCCCC)C1=CC=C(C=C1)C#CC1=CC(=C2C=CC3=C(C=CC4=CC=C1C2=C34)C#CC3=CC=C(C=C3)CCCCCC)C#CC3=CC=C(C=C3)CCCCCC